COC1=C(C=CC(=C1)S(=O)(=O)C)NCC#C 3-((2-methoxy-4-(methylsulfonyl)phenyl)amino)prop-1-yn